[Zn].[Mg].[Cu].[Ni].[Mn].[Fe].ClC=1C(=C(C=CC1)NC1=C(C(=O)NC2=CC=C(C=C2)C2CCNCC2)C=CC=C1)C 2-((3-chloro-2-methylphenyl)amino)-N-(4-(piperidin-4-yl)phenyl)benzamide iron-manganese-nickel-copper-magnesium-zinc